C1OC=2C=C(CC(N)C)C=CC2O1 1-3,4-methylenedioxy-amphetamine